C(C1=CC=CC=C1)N1C2=C(SCC1=O)C=CC(=C2)NC(=O)NC2=CNC1=CC=C(C=C21)C=2C=NN(C2)C(F)F 1-(4-benzyl-3-oxo-3,4-dihydro-2H-benzo[b][1,4]thiazin-6-yl)-3-(5-(1-(difluoromethyl)-1H-pyrazol-4-yl)-1H-indol-3-yl)urea